FC([C@H](C1CCOCC1)N1N=CC=2C1=NC(=CN2)NC2=NNC(=C2)OC(F)F)F (S)-1-(2,2-difluoro-1-(tetrahydro-2H-pyran-4-yl)ethyl)-N-(5-(difluoromethoxy)-1H-pyrazol-3-yl)-1H-pyrazolo[3,4-b]Pyrazin-6-amine